methyl 3-amino-5-methyl-4,5,6,7-tetrahydrothieno[3,2-c]pyridine-2-carboxylate NC1=C(SC2=C1CN(CC2)C)C(=O)OC